ClCC1=C(C=CC=C1)CCl 1,2-bis(chloromethyl)benzene